methyl (2S)-2-[[2-(7-chloro-4-methoxy-1H-indole-2-carbonyl)-2-azaspiro[4.5]decane-3-carbonyl]amino]-3-[(3S)-2-oxopyrrolidin-3-yl]propanoate ClC=1C=CC(=C2C=C(NC12)C(=O)N1CC2(CC1C(=O)N[C@H](C(=O)OC)C[C@H]1C(NCC1)=O)CCCCC2)OC